tert-butyl (1S,2S,5R)-2-ethenyl-3,8-diazabicyclo[3.2.1]octane-8-carboxylate C(=C)[C@H]1[C@@H]2CC[C@H](CN1)N2C(=O)OC(C)(C)C